1-(benzyloxy)decan-3-one C(C1=CC=CC=C1)OCCC(CCCCCCC)=O